ClC1=CC(=C(C=N1)C1=NC=CC(=C1)NC1CC(C1)OC)N[C@H](CCO)C (S)-3-((6'-Chloro-4-(((1r,3S)-3-methoxycyclobutyl)amino)-[2,3'-bipyridin]-4'-yl)amino)butan-1-ol